C1(CCCCC1)P(C1=C(C(=CC=C1OC)OC)C1=C(C=C(C=C1OC(C)C)OC(C)C)OC(C)C)C1CCCCC1 2-dicyclohexylphosphino-3,6-dimethoxy-2',4',6'-triisopropoxy-1,1'-biphenyl